C1(CC1)C/C=C/B1OC(C(O1)(C)C)(C)C (E)-2-(3-Cyclopropylprop-1-en-1-yl)-4,4,5,5-tetramethyl-1,3,2-dioxaborolane